IC1=NN(C2=NC=NC(=C21)N)[C@@H]2CNCC2 (S)-3-iodo-1-(pyrrolidine-3-yl)-1H-pyrazolo[3,4-d]Pyrimidin-4-amine